2-(3-acetyl-5-(6-methoxypyridin-3-yl)-1H-indazol-1-yl)acetic acid C(C)(=O)C1=NN(C2=CC=C(C=C12)C=1C=NC(=CC1)OC)CC(=O)O